FC1=C(COC=2C=C3C(C(=CNC3=CC2)C(=O)O)=O)C=CC=C1 6-((2-fluorobenzyl)oxy)-4-oxo-1,4-dihydroquinoline-3-carboxylic acid